1-(phenylsulfonyl)-1H-benzimidazole C1(=CC=CC=C1)S(=O)(=O)N1C=NC2=C1C=CC=C2